BrC1=C(N=C(C=2N1N=C(C2)C(F)F)N2CCC1(CC2)[C@@H](C=2C(=NC=CC2)C1)N[S@](=O)C(C)(C)C)C (R)-N-[(5S)-1'-[7-bromo-2-(difluoromethyl)-6-methyl-pyrazolo[1,5-a]pyrazin-4-yl]spiro[5,7-dihydro-cyclopenta[B]pyridin-6,4'-piperidin]-5-yl]-2-methyl-propane-2-sulfinamide